OC1CN(C2(C3=CC=CC=C13)CCCCC2)CC=2N=NN(C2)C2=CC=C(C#N)C=C2 4-(4-((4'-hydroxy-3',4'-dihydro-2'H-spiro[cyclohexane-1,1'-isoquinolin]-2'-yl)methyl)-1H-1,2,3-triazol-1-yl)benzonitrile